OCC1=NC=NC(=C1)N1C=NC=C1 3-(4-(hydroxymethyl)pyrimidin-6-yl)imidazole